ClC1=C(OC2=C(C(=O)NC3=CC(=CC=C3)S(N)(=O)=O)C=CC(=C2)C#N)C=CC(=C1)F 2-(2-chloro-4-fluorophenoxy)-4-cyano-N-(3-sulfamoylphenyl)benzamide